COC=1N=C2C(=CC=NC2=CC1OC)OC1=CC=C(C=C1)NC(=O)C=1C(N(C(=CC1C)C)C1=NC=C(C=C1)F)=O N-[4-[(6,7-dimethoxy-1,5-naphthyridin-4-yl)oxy]phenyl]-1-(5-fluoropyridin-2-yl)-4,6-dimethyl-2-oxopyridine-3-carboxamide